2-cyclopropyl-7-(dimethylamino)-4-(pyridin-3-yl)-[1,3]thiazolo[4,5-d]pyrimidin-5-one C1(CC1)C=1SC2=C(N(C(N=C2N(C)C)=O)C=2C=NC=CC2)N1